S(=O)(=O)(O)C1=CC=C(C=C1)C=1C(=C(C=CC1)C1=CC=C(C=C1)S(=O)(=O)O)C1=CC=C(C=C1)S(=O)(=O)O tri(4-sulfophenyl)benzene